1-cyclopropyl-4,4,4-trifluorobutane-1,3-dione C1(CC1)C(CC(C(F)(F)F)=O)=O